C(#N)[C@H]1N(CC(C1)(F)F)C(CNC(=O)C1=CC=NC2=CC=C(C=C12)C1=CC=C(C=C1)OC1CNCCC1)=O N-(2-((S)-2-cyano-4,4-difluoropyrrolidin-1-yl)-2-oxoethyl)-6-(4-(piperidin-3-yloxy)phenyl)quinoline-4-carboxamide